4-((2-methoxypropyl)(4-(5,6,7,8-tetrahydro-1,8-naphthyridin-2-yl)butyl)amino)-2-((2-(pyridin-3-yl)quinazolin-4-yl)amino)butanoic acid COC(CN(CCC(C(=O)O)NC1=NC(=NC2=CC=CC=C12)C=1C=NC=CC1)CCCCC1=NC=2NCCCC2C=C1)C